triphenyl-(pyridin-4-yl)phosphonium triflate [O-]S(=O)(=O)C(F)(F)F.C1(=CC=CC=C1)[P+](C1=CC=NC=C1)(C1=CC=CC=C1)C1=CC=CC=C1